(N-2-Hydroxyethyl)piperazin OCCN1CCNCC1